tetrahydro-3,4-furandiol O1CC(C(C1)O)O